ClC=1C(=NC=C(C1)N1CCN(CC1)CC=1C(=C2NC(C=NC2=CC1)=O)F)C(=O)NC([2H])([2H])[2H] chloro-5-(4-((5-fluoro-3-oxo-4H-quinoxalin-6-yl)methyl)piperazin-1-yl)-N-(methyl-d3)pyridine-2-carboxamide